C(C(=O)C)(=O)OCC(O)COC(C(=O)C)=O Glycerol 1,3-Di-Pyruvate